C(=CCCC)P(O)(=O)C1=CC=CC2=CC=CC=C12 pentenyl-naphthyl-phosphinic acid